6,7-dichloro-1-methyl-1H,2H,3H,4H,5H-pyrido[4,3-b]indole ClC1=C(C=CC=2C3=C(NC12)CCNC3C)Cl